Gold-Antimony [Sb].[Au]